7-iodo-8-methoxy-3-methyl-5-phenyl-3-propyl-2,3,4,5-tetrahydro-1,5-benzothiazepine 1,1-dioxide IC=1C(=CC2=C(N(CC(CS2(=O)=O)(CCC)C)C2=CC=CC=C2)C1)OC